1,3-bis(quinolin-3-yl)-5-(4,4,5,5-Tetramethyl-1,3,2-dioxaborolan-2-yl)-benzene N1=CC(=CC2=CC=CC=C12)C1=CC(=CC(=C1)B1OC(C(O1)(C)C)(C)C)C=1C=NC2=CC=CC=C2C1